4-nitro-3,5-dimethylpyridine [N+](=O)([O-])C1=C(C=NC=C1C)C